ClCC1C(CCC1)N1CCOCC1 4-(2-(Chloromethyl)cyclopentyl)morpholine